3-(5-(3-cyano-6-(2,2-difluoroethylamino)pyrazolo[1,5-a]pyridin-4-yl)pyridin-2-yl)-3,6-diazabicyclo[3.1.1]heptane-6-carbamic acid tert-butyl ester C(C)(C)(C)OC(NN1C2CN(CC1C2)C2=NC=C(C=C2)C=2C=1N(C=C(C2)NCC(F)F)N=CC1C#N)=O